[2-(aminomethyl)-3,3-difluoro-allyl]-4-[[5-(1-methylpyrazol-4-yl)-2-thienyl]methyl]-1,2,4-triazol-3-one trifluoroacetate salt FC(C(=O)O)(F)F.NCC(CC=1N(C(NN1)=O)CC=1SC(=CC1)C=1C=NN(C1)C)=C(F)F